N12CCN(C(CC1)C2)C2=CC(=C(C=C2)NC2=NC=C(C(=N2)NCCCN2CCOCC(C2=O)(C)C)C(F)(F)F)CC 4-(3-((2-((4-(1,4-diazabicyclo[3.2.1]octan-4-yl)-2-ethylphenyl)amino)-5-(trifluoromethyl)pyrimidin-4-yl)amino)propyl)-6,6-dimethyl-1,4-oxazepan-5-one